C(C)(C)C=1N=NN(C1)CC(=O)NC1=CC=C(C=C1)C1=NC=NC2=CC(=C(C=C12)OC)OCC1CCN(CC1)C 2-(4-isopropyl-1H-1,2,3-triazol-1-yl)-N-(4-(6-methoxy-7-((1-methylpiperidine-4-yl)methoxy)quinazolin-4-yl)phenyl)acetamide